ClC1=C(C=CC=C1)NC(C1=CC(=NC=C1)N1C=NN=C1)=O N-(2-chlorophenyl)-2-(4H-1,2,4-triazol-4-yl)isonicotinamide